C1(CCC(N1C(C(=O)O)(C)SSC(C(=O)O)(C)N1C(CCC1=O)=O)=O)=O dithiobis(succinimidylpropionic acid)